Cl.C(C)C=1N(C=CC(C1O)=O)CCC1=CC=CC=C1 2-ethyl-3-hydroxy-1-phenethylpyridin-4(1H)-one hydrochloride